FC(C(=O)O)(F)F.F[C@@H]1[C@@H](C1)NC(=O)C=1C=NN2C1N=C(C=C2NC)NC=2C(N(C=CC2)C2CCNCC2)=O N-[(1R,2S)-2-fluorocyclopropyl]-7-(methylamino)-5-{[2-oxo-1-(piperidin-4-yl)pyridin-3-yl]amino}pyrazolo[1,5-a]pyrimidine-3-carboxamide trifluoroacetate